5-bromo-2-benzyloxycarbonyl-1,2,3,4-tetrahydroisoquinoline-1-carboxylic acid BrC1=C2CCN(C(C2=CC=C1)C(=O)O)C(=O)OCC1=CC=CC=C1